8-(4-(tert-butyl)phenyl)-2-methylimidazo[1,2-a]pyrazin-3-amine C(C)(C)(C)C1=CC=C(C=C1)C=1C=2N(C=CN1)C(=C(N2)C)N